C(C)(C)(C)OC(=O)N1C(C(NC(C1([2H])[2H])([2H])[2H])([2H])[2H])([2H])[2H] (2,2,3,3,5,5,6,6-2H8)piperazine-1-carboxylic acid tert-butyl ester